4-[2-(2-cyano-1,1-dimethyl-ethyl)-6-fluoro-1-(4-fluoro-3-methoxy-phenyl)indol-3-yl]-2-methoxy-benzoic acid C(#N)CC(C)(C)C=1N(C2=CC(=CC=C2C1C1=CC(=C(C(=O)O)C=C1)OC)F)C1=CC(=C(C=C1)F)OC